3,3,3-trifluoropropyl-methyl-dimethoxysilane FC(CC[Si](OC)(OC)C)(F)F